1-[Bis-(dimethylamino)methyliumyl]-1H-1,2,3-triazolo[4,5-b]pyridine-3-oxide hexafluorophosphate F[P-](F)(F)(F)(F)F.CN(C)[C+](N1N=[N+](C2=NC=CC=C21)[O-])N(C)C